2-(4-(2-(2-cyclopropyl-6-methylpyridin-4-yl)-3-isopropyl-1H-indol-5-yl)piperidin-1-yl)-N-methylacetamide C1(CC1)C1=NC(=CC(=C1)C=1NC2=CC=C(C=C2C1C(C)C)C1CCN(CC1)CC(=O)NC)C